(E)-4-(1-(4-(4-(dimethoxymethyl)piperidin-1-yl)phenyl)-2-phenylbut-1-en-1-yl)phenol COC(C1CCN(CC1)C1=CC=C(C=C1)/C(=C(/CC)\C1=CC=CC=C1)/C1=CC=C(C=C1)O)OC